(3RS,4RS)-tert-butyl 3-((5-bromo-1-methyl-1H-pyrazol-4-yl)oxy)-4-methoxypyrrolidine-1-carboxylate BrC1=C(C=NN1C)O[C@@H]1CN(C[C@H]1OC)C(=O)OC(C)(C)C |r|